COC(=O)C1CC2(C1)CC(C2)C2=C(N(C1=CC=CC(=C21)OC)C2=CC=C(C=C2)F)C(F)(F)F 6-[1-(4-fluorophenyl)-4-methoxy-2-(trifluoromethyl)indol-3-yl]Spiro[3.3]Heptane-2-carboxylic acid methyl ester